NC=1C=C(C(=O)NCC2=C(C=CC=C2F)Cl)C=CC1C(C)(C)O 3-amino-N-(2-chloro-6-fluorobenzyl)-4-(2-hydroxypropan-2-yl)benzamide